COC(C1=CC(=C(C(=C1)C#N)C(C)O)Br)=O 3-bromo-5-cyano-4-(1-hydroxyethyl)benzoic acid methyl ester